6-{5-[(1S)-1-aminoethyl]-3-isopropyl-1H-1,2,4-triazol-1-yl}nicotinonitrile N[C@@H](C)C1=NC(=NN1C1=NC=C(C#N)C=C1)C(C)C